C(CCC(=O)[O-])(=O)OC(C)(C)C Monotert-butyl succinate